1-[6-[6-fluoro-5-(pyridazin-3-ylamino)benzimidazol-1-yl]-3-[(2R,4R)-4-fluorotetrahydrofuran-2-yl]-2-pyridyl]-5-methyl-pyrazole-3-carbonitrile FC=1C(=CC2=C(N(C=N2)C2=CC=C(C(=N2)N2N=C(C=C2C)C#N)[C@@H]2OC[C@@H](C2)F)C1)NC=1N=NC=CC1